C1(=CC=CC=C1)C1CCC2=CC=CC=C12 3-PHENYLINDANE